1,1,3-tris(2-methyl-4-hydroxy-5-t-butylphenyl)butane tert-Butyl-2-(3-acetyl-5-(2-(methylsulfonyl)pyrimidin-5-yl)-1H-indazol-1-yl)acetate C(C)(C)(C)OC(CN1N=C(C2=CC(=CC=C12)C=1C=NC(=NC1)S(=O)(=O)C)C(C)=O)=O.CC1=C(C=C(C(=C1)O)C(C)(C)C)C(CC(C)C1=C(C=C(C(=C1)C(C)(C)C)O)C)C1=C(C=C(C(=C1)C(C)(C)C)O)C